(S)-N-(1-(5-bromopyrimidin-2-yl)-3-((tert-butyldimethylsilyl)oxy)-3-methylcyclobutyl)-2-methylpropane-2-sulfinamide BrC=1C=NC(=NC1)C1(CC(C1)(C)O[Si](C)(C)C(C)(C)C)N[S@@](=O)C(C)(C)C